(3R,4R)-1-(3,4,5-trimethoxyphenyl)-4-(4-methylselenophenyl)-3-hydroxymethylazetidin-2-one COC=1C=C(C=C(C1OC)OC)N1C([C@H]([C@@H]1C1=CC=C(C=C1)[Se]C)CO)=O